(R)-5-(2'-Methoxy-4'-trifluoromethyl-3,4,5,6-tetrahydro-2H-[1,3']bipyridinyl-4-yl)-2,4-dimethyl-7-(2-trifluoromethyl-benzyl)-2,4,5,7-tetrahydro-pyrazolo[3,4-d]pyrimidin-6-on COC1=NC=CC(=C1N1CCC(CC1)N1C(N(C=2C([C@H]1C)=CN(N2)C)CC2=C(C=CC=C2)C(F)(F)F)=O)C(F)(F)F